(cis)-3-acetyl-6-(4-(trifluoromethyl)phenyl)-2,3,4,4a,5,6-hexahydro-1H-pyrazino[1,2-a]quinoxaline-2-carboxylic acid C(C)(=O)N1C[C@@H]2N(C3=CC=CC=C3N(C2)C2=CC=C(C=C2)C(F)(F)F)C[C@@H]1C(=O)O